O=C1N(CC2=C3C(=CC=C12)OCC1(O3)CCNCC1)[C@@H]1C(NC(CC1)=O)=O (S)-3-(7'-oxo-7',9'-dihydro-3'H,8'H-spiro[piperidine-4,2'-[1,4]dioxino[2,3-e]isoindol]-8'-yl)piperidine-2,6-dione